C[C@H]1CN(CC(N1C)=O)CCOC1=CC=C(C=C1)NC(NCC(=O)NC1=CC=C(C=C1)N[C@@H]1C[C@@H](N(C2=CC=CC=C12)C(CC)=O)C)=O 2-(3-(4-(2-((S)-3,4-dimethyl-5-oxopiperazin-1-yl)ethoxy)phenyl)ureido)-N-(4-(((2S,4R)-2-methyl-1-propionyl-1,2,3,4-tetrahydroquinolin-4-yl)amino)phenyl)acetamide